N-{[3-(8-{[(3S,4R)-3-fluoro-1-methylpiperidin-4-yl]amino}-3-[(trifluoromethyl)sulfanyl]indolizin-2-yl)-1,2,4-oxadiazol-5-yl]methyl}-1,2-thiazole-5-carboxamide F[C@H]1CN(CC[C@H]1NC1=CC=CN2C(=C(C=C12)C1=NOC(=N1)CNC(=O)C1=CC=NS1)SC(F)(F)F)C